C(C)OC1=C(C=CC(=C1)OCC)C1=NC(=CC(=C1)C1=CC=C(C=C1)N(C1=CC(=CC=C1)C)C1=CC(=CC=C1)C)C1=C(C=C(C=C1)OCC)OCC 2,6-bis(2,4-diethyloxyphenyl)-4-(4-bis(3-methylphenyl)aminophenyl)pyridine